methyl (3aR,6aR)-5-((tert-butoxycarbonyl)glycyl)-3a-(3-(4,4,5,5-tetramethyl-1,3,2-dioxaborolan-2-yl)propyl)hexahydropyrrolo[3,4-b]pyrrole-6a(1H)-carboxylate C(C)(C)(C)OC(=O)NCC(=O)N1C[C@@]2(NCC[C@@]2(C1)CCCB1OC(C(O1)(C)C)(C)C)C(=O)OC